(S)-(8-(Hydroxymethyl)-1,4-dioxo-7-azaspiro[4.4]nonan-7-yl)(2'-methyl-[1,1'-biphenyl]-4-yl)methanone OC[C@H]1N(CC2(C(CCC2=O)=O)C1)C(=O)C1=CC=C(C=C1)C1=C(C=CC=C1)C